C(C)(C)(C)C(C(=O)OCCCCCCCCCCCCCCCCCC)(CC1=CC=C(C=C1)O)C(C)(C)C octadecyl di-t-butyl-4-hydroxyhydrocinnamate